3-((tert-butyldimethylsilyl)oxy)spiro[cyclohexane-1,4'-isochroman]-3'-one [Si](C)(C)(C(C)(C)C)OC1CC2(C(OCC3=CC=CC=C23)=O)CCC1